ClC=1C(=NC(=NC1)NC1=C(C=C(C(=C1)CC)N1CCC(CC1)N1[C@@H]2CN([C@H](C1)C2)C)OC)NC=2C(=C1N=CC=NC1=CC2)NS(=O)(=O)C N-(6-((5-chloro-2-((5-ethyl-2-methoxy-4-(4-((1S,4S)-5-methyl-2,5-diazabicyclo[2.2.1]heptan-2-yl)piperidin-1-yl)phenyl)amino)pyrimidin-4-yl)amino)quinoxalin-5-yl)methanesulfonamide